(S)-N-benzyl-1-((tert-butyldiphenylsilyl)oxy)-3-phenylpropan-2-amine C(C1=CC=CC=C1)N[C@H](CO[Si](C1=CC=CC=C1)(C1=CC=CC=C1)C(C)(C)C)CC1=CC=CC=C1